2-(6-oxo-5-((4-phenoxybutyl)amino)-2-phenylpyrimidin-1(6H)-yl)acetic acid O=C1C(=CN=C(N1CC(=O)O)C1=CC=CC=C1)NCCCCOC1=CC=CC=C1